C(C)(C)(C)OC(NCCOCCOCCBr)=O 2-(2-(2-bromoethoxy)ethoxy)-ethylcarbamic acid tert-butyl ester